C(N)(=N)C=1C=C(SC1)CNC(=O)[C@H]1N(C[C@H](C1)C1CCCCC1)C(CNC(CCCOC1=CC=CC=C1)=O)=O (2S,4R)-N-((4-carbamimidoylthiophen-2-yl)methyl)-4-cyclohexyl-1-((4-phenoxybutanoyl)glycyl)pyrrolidine-2-carboxamide